1,6-Dihydro-N-[3-[[(3-methylcyclohexyl)oxy]methyl]phenyl]-6-oxo-3-pyridine-carboxamide CC1CC(CCC1)OCC=1C=C(C=CC1)NC(=O)C1=CNC(C=C1)=O